NC1=C(N=CC(=N1)N1CCC2(CC1)[C@@H](C1=C(C(=CC=C1C2)F)F)N)SC2=C(C(=NC=C2)N)Cl (S)-1'-(6-amino-5-((2-amino-3-chloropyridin-4-yl)thio)pyrazin-2-yl)-6,7-difluoro-1,3-dihydro-spiro[indene-2,4'-piperidin]-1-amine